ClC1=NC=CC(=C1)OC1CN(C1)C1=NC=NC2=C1SC=1N=NC(=C(C12)C)C 8-[3-[(2-chloro-4-pyridyl)oxy]azetidin-1-yl]-3,4-dimethyl-pyrimido[4',5':4,5]thieno[2,3-c]pyridazine